O=C1N2C[C@H](C[C@H]2CCC1)NC(OCC1=CC=CC=C1)=O benzyl ((2S,8aR)-5-oxooctahydroindolizin-2-yl)carbamate